C(C)(C)(C)OC(NCCOC1=CC(=C(C=C1)C)C(N[C@H](C)C1=CC=CC2=CC=CC=C12)=O)=O (R)-tert-Butyl(2-(4-methyl-3-((1-(naphthalen-1-yl)ethyl)carbamoyl)phenoxy)ethyl)carbamate